2,2-dimethyl-4,10,17-trioxo-3,13-dioxa-5,9,16-triazacycloheneicosane-21-oate CC1(CC(CCCC(NCCOCCC(NCCCNC(O1)=O)=O)=O)C(=O)[O-])C